1-[4-(1-hydroxy-2-methylpropan-2-yl)pyridin-2-yl]-N-(1-methyl-1H-indazol-7-yl)-1H-pyrazole-4-sulfonamide OCC(C)(C)C1=CC(=NC=C1)N1N=CC(=C1)S(=O)(=O)NC=1C=CC=C2C=NN(C12)C